C(=O)(OC(C)(C)C)N1C[C@H](NCC1)C (R)-4-boc-2-Methylpiperazin